C1(=CC(=CC=C1)OC1=C2CCC(C2=CC=C1[N+](=O)[O-])OP(=O)(N1CC1)N1CC1)C1=CC=CC=C1 Bis(aziridin-1-yl)phosphinic acid 4-([1,1'-biphenyl]-3-yloxy)-5-nitro-2,3-dihydro-1H-inden-1-yl ester